5-((S)-2-(2-Chloro-3-fluorophenyl)pyrrolidin-1-yl)-N-((R,E)-4-(methylsulfonyl)but-3-en-2-yl)pyrazine-2-carboxamide ClC1=C(C=CC=C1F)[C@H]1N(CCC1)C=1N=CC(=NC1)C(=O)N[C@H](C)\C=C\S(=O)(=O)C